C(C)(C)(C)OC(=O)N1CC(C(C1)C1=NN2C(C(N1)=O)=CN=C2C2CCOCC2)OC 3-methoxy-4-[4-oxo-7-(tetrahydro-pyran-4-yl)-3,4-dihydro-imidazo[5,1-f][1,2,4]triazin-2-yl]-pyrrolidine-1-carboxylic acid tert-butyl ester